(R)-1-(6-fluoropyridin-3-yl)-3-(isoquinolin-4-yl)-2-oxoimidazolidine-4-carbonitrile FC1=CC=C(C=N1)N1C(N([C@H](C1)C#N)C1=CN=CC2=CC=CC=C12)=O